1-triethoxysilyl-9-decyl thioacetate C(C)(=S)OC(CCCCCCCC[Si](OCC)(OCC)OCC)C